N[C@@H]([C@@H](C1=CC=CC=C1)NS(=O)(=O)C(F)(F)F)C1=CC=CC=C1 N-((1R,2R)-2-amino-1,2-diphenylethyl)trifluoromethanesulfonamide